CC(=CCCC(C)=O)CC 6-methyl-5-octen-2-one